5-hydroxy-2-methyl-N-[1-(1-naphthyl)cyclopropyl]benzamide OC=1C=CC(=C(C(=O)NC2(CC2)C2=CC=CC3=CC=CC=C23)C1)C